5-(methylsulfonylmethyl)oxazole-2-carboxylic acid ethyl ester C(C)OC(=O)C=1OC(=CN1)CS(=O)(=O)C